Trimethylammonium tetrakis(p-trifluoromethylphenyl)borat FC(C1=CC=C(C=C1)[B-](C1=CC=C(C=C1)C(F)(F)F)(C1=CC=C(C=C1)C(F)(F)F)C1=CC=C(C=C1)C(F)(F)F)(F)F.C[NH+](C)C